COC(=O)C=1C=NC=C(C1)S(=O)(=O)N[C@@H](C)C(=O)O N-(3-(methoxycarbonyl)pyridine-5-sulfonyl)-L-alanine